tert-butyl-4-((6-(5-cyanopyrazin-2-ylamino)-3-(4-fluorophenyl)pyridazin-4-ylamino) methyl)piperidine-1-carboxylate C(C)(C)(C)OC(=O)N1CCC(CC1)CNC1=C(N=NC(=C1)NC1=NC=C(N=C1)C#N)C1=CC=C(C=C1)F